COC(=O)C1=CC=CC2=C1C(=CC=C2)C(=O)OC Dimethyl NAPhthalate